F[C@@H]1C[C@H](N(C1)C(C(C)N(C(C)=O)C)=O)C(=O)N[C@H](C1=CC=C(C=C1)C(C)C)C1=CC=CC=C1 (2S,4R)-4-fluoro-1-[2-(N-methylacetamido)propanoyl]-N-[(S)-phenyl[4-(propan-2-yl)phenyl]methyl]pyrrolidine-2-carboxamide